(1-(4,4-difluorocyclohexyl)-5-methyl-1H-pyrazol-3-yl)-4-((2-hydroxyethyl)sulfonamido)-2-(6-azaspiro[2.5]octan-6-yl)benzamide FC1(CCC(CC1)N1N=C(C=C1C)C=1C(=C(C(=O)N)C=CC1NS(=O)(=O)CCO)N1CCC2(CC2)CC1)F